NC1OC2=C(OC1)C=C(C=C2N2CCNCC2)N 3,7-Diamino-5-(piperazin-1-yl)-2,3-dihydro-1,4-benzodioxine